C(C=C)(=O)OCCCOC1=CC=C(C(=O)C2=C(C=C(C=C2)C(C2=CC=C(C=C2)OCCCOC(C=C)=O)=O)C)C=C1 1,4-bis-[4-(3-acryloyloxypropoxy)benzoyl]-2-methylbenzene